5-amino-8-(2,6-dimethyl-4-pyridinyl)-7-phenyl-2-[[2-(4-piperidinyl)phenyl]methyl]-[1,2,4]triazolo[4,3-c]pyrimidin-3-one NC1=NC(=C(C=2N1C(N(N2)CC2=C(C=CC=C2)C2CCNCC2)=O)C2=CC(=NC(=C2)C)C)C2=CC=CC=C2